3-bromo-6-chloro-2-(2-methyl-5-phenylpyrazol-3-yl)oxypyridine BrC=1C(=NC(=CC1)Cl)OC=1N(N=C(C1)C1=CC=CC=C1)C